BrC1=NC=C(C=C1C)\C=C\C1=CC=C(C=C1)C(F)(F)F (E)-2-bromo-3-methyl-5-(4-(trifluoromethyl)styryl)pyridine